(±)-N-(1-(Methylsulfonyl)piperidin-3-yl)-4-(1-(tetrahydro-2H-pyran-4-yl)-1H-pyrazol-4-yl)-5-(trifluoromethyl)pyrimidin-2-amine CS(=O)(=O)N1C[C@@H](CCC1)NC1=NC=C(C(=N1)C=1C=NN(C1)C1CCOCC1)C(F)(F)F |r|